trimethylsilylmethyl vinyl carbonate C(OC[Si](C)(C)C)(OC=C)=O